1,3-diphenyl-2-methyl-1,3-propanediol dibenzoate C(C1=CC=CC=C1)(=O)OC(C(C(OC(C1=CC=CC=C1)=O)C1=CC=CC=C1)C)C1=CC=CC=C1